6-carboxy-2-(3,5-dichlorophenyl)benzoxazole meglumine salt N(C)C[C@H](O)[C@@H](O)[C@H](O)[C@H](O)CO.C(=O)(O)C1=CC2=C(N=C(O2)C2=CC(=CC(=C2)Cl)Cl)C=C1